CC1=CC(=NN1)NC1=NC(=NC2=CC=CC=C12)C=1C=NC(=CC1)N1CC2N(C(C1)C2)CC=2C=C1C=CC=NC1=CC2 N-(5-methyl-1H-pyrazol-3-yl)-2-(6-(6-(quinolin-6-ylmethyl)-3,6-diazabicyclo[3.1.1]heptan-3-yl)pyridin-3-yl)quinazolin-4-amine